ClC=1C=C(OC2=C3C=CC(=CC3=CC=C2)C(=O)NC(C)C)C=CC1Cl 5-(3,4-dichlorophenoxy)-N-isopropyl-naphthalene-2-carboxamide